C(C)N1N=C(C(=C1)C1=C(C=CC(=C1)CO)C1=C2C(=CN=C1)SC(=C2)C#N)C(F)(F)F 4-(2-(1-Ethyl-3-(trifluoromethyl)-1H-pyrazol-4-yl)-4-(hydroxymethyl)phenyl)thieno[2,3-c]pyridine-2-carbonitrile